3-(4-((2-amino-4-(butylamino)-6-methylpyrimidin-5-yl)methyl)-3-methoxyphenyl)propanoic acid NC1=NC(=C(C(=N1)NCCCC)CC1=C(C=C(C=C1)CCC(=O)O)OC)C